N-(cyclohexylmethyl)-4-(1-propionylindol-5-yl)benzamide C1(CCCCC1)CNC(C1=CC=C(C=C1)C=1C=C2C=CN(C2=CC1)C(CC)=O)=O